FC(C(=O)O)(F)F.FC=1C(=NC(=NC1)N)C=1C=C(C2=C(N(C(=N2)C)C(C)C)C1)F 5-fluoro-4-(4-fluoro-1-isopropyl-2-methyl-1H-benzo[d]imidazol-6-yl)pyrimidin-2-amine trifluoroacetate